C(CC)(=O)OCC(C(S)C)S methyl-dithioglycerol propionate